4-(5-amino-6-methoxy-pyrazolo[1,5-a]pyridin-2-yl)-1,1,1-trideuterio-2-(trideuteriomethyl)butan-2-ol tert-butyl-(2-bromo-4-(trifluoromethyl)phenyl)carbamate C(C)(C)(C)N(C(=O)OC(C([2H])([2H])[2H])(CCC1=NN2C(C=C(C(=C2)OC)N)=C1)C([2H])([2H])[2H])C1=C(C=C(C=C1)C(F)(F)F)Br